C1(CC1)N1N=C2C(N(C(N(C2)C2CCN(CC2)C2=C(C=CC=C2C)F)=O)CC2=C(C=CC=C2)C(F)(F)F)=C1 2-Cyclopropyl-6-[1-(2-fluoro-6-methyl-phenyl)-piperidin-4-yl]-4-(2-trifluoromethyl-benzyl)-2,4,6,7-tetrahydro-pyrazolo[4,3-d]pyrimidin-5-on